(S)-2-((S)-3-(5-(aminomethyl)-6-oxo-1,6-dihydropyridin-3-yl)-4,4-difluoropiperidin-1-yl)-N-(5-(2,4-difluorophenoxy)pyridin-2-yl)propanamide NCC1=CC(=CNC1=O)[C@H]1CN(CCC1(F)F)[C@H](C(=O)NC1=NC=C(C=C1)OC1=C(C=C(C=C1)F)F)C